NC1CCC(CC1)NC1=NC2=C(C=C(C=C2C=N1)C1=CC=C(N=N1)NS(=O)(=O)C1=C(C=CC=C1)Cl)CC N-(6-(2-(((1r,4r)-4-aminocyclohexyl)amino)-8-ethylquinazolin-6-yl)pyridazin-3-yl)-2-chlorobenzene-sulfonamide